C1=CC=CC=2C3=CC=CC=C3N(C12)CCOC1=CC=C(C=C1)\N=N\C1=CC=C(C=C1)O (E)-4-((4-(2-(9H-carbazol-9-yl)ethoxy)phenyl)azo)phenol